NC1=C(C=NN1)C(=O)NC1=C(C=C(C=C1)O)C 5-amino-N-(4-hydroxy-2-methylphenyl)-1H-pyrazole-4-carboxamide